C1(CCC1)C=1C(=CC(NN1)=O)C1=CC(=CC(=C1)F)F 6-cyclobutyl-5-(3,5-difluorophenyl)pyridazin-3(2H)-one